C(C=C)(=O)N1C[C@@H](CCCC1)N1C(C=C(C(=O)N)C=C1C1=NC2=C(N1OC1COCC1)C(=CC=C2)Cl)C 1-((R)-1-acryloylazepan-3-yl)-7-chloro-6-(((tetrahydrofuran-3-yl)oxy)-1H-benzo[d]imidazol-2-yl)-2-methylisonicotinamide